2,5-dihydroxyphenyldiphenylphosphine oxide OC1=C(C=C(C=C1)O)P(C1=CC=CC=C1)(C1=CC=CC=C1)=O